OC(CO)C1=C2N=CC=NC2=C(C=C1CNC(OC(C)(C)C)=O)C1=CC=C(C=C1)OC(F)(F)F tert-butyl ((5-(1,2-dihydroxyethyl)-8-(4-(trifluoromethoxy)phenyl)quinoxalin-6-yl)methyl)carbamate